5-Hydroxy-8-methoxy-9-((3-fluorobenzyl)oxy)-2,2-dimethyl-7-(3-methylbut-2-en-1-yl)-2H,6H-pyrano[3,2-b]xanthen-6-one OC1=C2C(=CC=3OC=4C=C(C(=C(C4C(C13)=O)CC=C(C)C)OC)OCC1=CC(=CC=C1)F)OC(C=C2)(C)C